C1(CC1)C([C@@H](C(=O)NC1=C(C=C(C=C1)[C@@H](C(=O)N1CC(CC1)NC(OC(C)(C)C)=O)C)F)NC(=O)C1=CC=NN1CC)C1CC1 Tert-butyl (1-((S)-2-(4-((S)-3,3-dicyclopropyl-2-(1-ethyl-1H-pyrazole-5-carboxamido)propanamido)-3-fluorophenyl)propanoyl)pyrrolidin-3-yl)carbamate